5-(hydroxymethyl)-5-methylpyrrolidin-2-one OCC1(CCC(N1)=O)C